NCCCNCCCCNCCCN N,N'-bis(3-aminopropyl)-1,4-butanediamine